C(C)(C)(C)OC(=O)N1[C@@H](CN(C[C@@H]1C)C1=CC=C(C2=C1NC(=N2)C)C(=O)OC)C methyl 7-[(3R,5S)-4-(tert-butoxycarbonyl)-3,5-dimethylpiperazin-1-yl]-2-methyl-1H-1,3-benzodiazole-4-carboxylate